FC1=C(C#N)C=CC=C1C 2-fluoro-3-methylbenzonitrile